((3S,7aR)-7a-(((Tert-butyldiphenylsilyl)oxy)methyl)hexahydro-1H-pyrrolizin-3-yl)propanal [Si](C1=CC=CC=C1)(C1=CC=CC=C1)(C(C)(C)C)OC[C@@]12CCCN2[C@@H](CC1)C(C=O)C